COC1=CC=C2C(=N1)N(C=C2)S(=O)(=O)C2=CC=C(C)C=C2 6-methoxy-1-(p-toluenesulfonyl)pyrrolo[2,3-b]pyridine